2-[2-[[7-(5-methyl-1,2,4-oxadiazol-3-yl)-1-isoquinolyl]amino]ethyl]-6-(propylamino)isoindolin-1-one CC1=NC(=NO1)C1=CC=C2C=CN=C(C2=C1)NCCN1C(C2=CC(=CC=C2C1)NCCC)=O